BrC=1C=CC(=NC1)N1CC(C1)NC(OC(C)(C)C)=O tert-butyl N-[1-(5-bromopyridin-2-yl)azetidin-3-yl]carbamate